2,3-dihydro-1H-inden-1-yl chloromethyl carbonate C(OC1CCC2=CC=CC=C12)(OCCl)=O